C(C)(C)(C)OC(=O)N1[C@@H](C[C@H](CC1)OC1=NC(=NC(=C1)O[C@@H](C)[C@H]1N(C[C@@H](C1)F)C)C#N)CC#N (2R,4S)-4-({2-cyano-6-[(1S)-1-[(2S,4R)-4-fluoro-1-methylpyrrolidin-2-yl]ethoxy]pyrimidin-4-yl}oxy)-2-(cyanomethyl)piperidine-1-carboxylic acid tert-butyl ester